N-(5,6-difluoro-1H-indol-3-yl)-6-(3-methoxyphenyl)-3,4-dihydroisoquinoline-2(1H)-carboxamide FC=1C=C2C(=CNC2=CC1F)NC(=O)N1CC2=CC=C(C=C2CC1)C1=CC(=CC=C1)OC